azobis-(2-methylbutyronitrile) N(=NC(C#N)(CC)C)C(C#N)(CC)C